[5-[(1R)-1-[(2S,4R)-4-hydroxy-2-[[(1S)-1-[4-(4-methyl thiazol-5-yl)phenyl]ethyl]carbamoyl]pyrrolidine-1-carbonyl]-2-methyl-propyl]isoxazol-3-yl]oxypiperidine-1-carboxylate O[C@@H]1C[C@H](N(C1)C(=O)[C@H](C(C)C)C1=CC(=NO1)OC1N(CCCC1)C(=O)[O-])C(N[C@@H](C)C1=CC=C(C=C1)C1=C(N=CS1)C)=O